O1CCC2=C1C=C(C=C2)OC2=CC=CC(=N2)N2C(N[C@@](C2=O)(C)CC)=O |r| (SR)-3-[6-(2,3-dihydrobenzofuran-6-yloxy)-2-pyridyl]-5-ethyl-5-methyl-imidazolidine-2,4-dione